2-(3-acetyl-5-(3,3-difluoropiperidine-1-carbonyl)-1H-indol-1-yl)-N-(2-((3-chloro-2-fluorophenylmethyl)amino)-2-oxoethyl)-N-cyclopropylacetamide C(C)(=O)C1=CN(C2=CC=C(C=C12)C(=O)N1CC(CCC1)(F)F)CC(=O)N(C1CC1)CC(=O)NCC1=C(C(=CC=C1)Cl)F